2,6-bis(α-hydroxyisopropyl)naphthalene OC(C)(C)C1=CC2=CC=C(C=C2C=C1)C(C)(C)O